FC1=CC=2N(C=C1)C(=CN2)C2=C1CNC(C1=C(C=C2)NC2=NC=C(C=C2)[C@H](C)N2C[C@@H](OCC2)C)=O 4-(7-fluoro-imidazo[1,2-a]pyridin-3-yl)-7-((5-((S)-1-((S)-2-methylmorpholino)ethyl)pyridin-2-yl)amino)isoindolin-1-one